7-(1-ethyl-1,2,3,6-tetrahydropyridin-4-yl)-2-(1-methyl-1H-indazol-5-yl)-4H-pyrido[1,2-a]pyrimidin-4-one C(C)N1CCC(=CC1)C=1C=CC=2N(C(C=C(N2)C=2C=C3C=NN(C3=CC2)C)=O)C1